P(=O)(OC(CS(NC1=CC(=C(C=C1)C(NC1=CC=2N(C(=C1)N1CC(C1)(F)F)N=CC2)=O)N2CCC1(CC1)CC2)(=O)=O)([2H])[2H])([O-])[O-] (1,1-dideutero-2-(N-(4-((7-(3,3-difluoroazetidin-1-yl) pyrazolo[1,5-a]pyridin-5-yl) carbamoyl)-3-(6-azaspiro[2.5]oct-6-yl) phenyl) sulfamoyl) ethyl) phosphate